Methyl 2-(methylamino)-5-(4,4,5,5-tetramethyl-1,3,2-dioxaborol-2-yl)nicotinate CNC1=C(C(=O)OC)C=C(C=N1)B1OC(C(O1)(C)C)(C)C